1-(3-methoxy-1,2-oxazol-5-yl)-2-methylpropan-1-one COC1=NOC(=C1)C(C(C)C)=O